tert-butyl 3-(1-(4-(6-(6-(2,2-difluorocyclopropyl)picolinamido)-8-fluoro-7-(2-hydroxypropan-2-yl)imidazo[1,2-a]pyridin-2-yl)piperidin-1-yl)ethyl)azetidine-1-carboxylate FC1(C(C1)C1=CC=CC(=N1)C(=O)NC=1C(=C(C=2N(C1)C=C(N2)C2CCN(CC2)C(C)C2CN(C2)C(=O)OC(C)(C)C)F)C(C)(C)O)F